C(C)OC1=C(C(=O)NC(C)C2=NC(=NC=C2)C)C=C(C=C1)NC(C(C)C)=O 2-ethoxy-5-isobutyrylamino-N-(1-(2-methylpyrimidin-4-yl)ethyl)benzamide